COC1=CC=C(C=C1)CN1C(N(CCC1=O)C1=CC=C(C=O)C=C1)=O 4-[3-[(4-methoxyphenyl)methyl]-2,4-dioxo-hexahydropyrimidin-1-yl]benzaldehyde